23-hydroxytricosyl eicos-13-enoate C(CCCCCCCCCCCC=CCCCCCC)(=O)OCCCCCCCCCCCCCCCCCCCCCCCO